S(SC1=C(C=CC=C1)O)C1=C(C=CC=C1)O 2,2'-disulfanediyldiphenol